ethyl 5-{2'-chloro-5'-methoxy-6-methyl-(4,4'-bipyridine)-3-amido}-1,3,4-thiadiazole-2-carboxylate ClC1=NC=C(C(=C1)C1=C(C=NC(=C1)C)C(=O)NC1=NN=C(S1)C(=O)OCC)OC